C(CCCCCCCC\C=C\C=C/C)CC(=O)O.N1=C(C=CC=C1)N1CCNCC1 1-(pyridine-2-yl)piperazine (E,Z)-10,12-tetradecadienyl-acetate